(S)-N-(3-((3-(2-(1-amino-1,3-dihydrospiro[indene-2,4'-piperidin]-1'-yl)-1-methyl-6-oxo-1,6-dihydropyrimidin-5-yl)prop-2-yn-1-yl)oxy)phenyl)acetamide N[C@@H]1C2=CC=CC=C2CC12CCN(CC2)C=2N(C(C(=CN2)C#CCOC=2C=C(C=CC2)NC(C)=O)=O)C